3-(4-chlorophenyl)-1,2,4-oxadiazole-5-carboxamide ClC1=CC=C(C=C1)C1=NOC(=N1)C(=O)N